CN([C@H]1CCCC=2C=CC=NC12)C[C@@H]1NCC2=CC=CC(=C2C1)N1[C@H](COCC1)C (S)-N-methyl-N-(((R)-5-((S)-3-methylmorpholino)-1,2,3,4-tetrahydroisoquinolin-3-yl)methyl)-5,6,7,8-tetrahydroquinolin-8-amine